6-((4-(2-(4-chloro-2-fluorophenyl)-2-methylbenzo[D][1,3]dioxol-4-yl)piperidin-1-yl)methyl)-5-(cyclopentyloxy)nicotinonitrile ClC1=CC(=C(C=C1)C1(OC2=C(O1)C=CC=C2C2CCN(CC2)CC2=NC=C(C#N)C=C2OC2CCCC2)C)F